(4R,4aS,7aR)-6-(5-(4-fluoro-2-methoxyphenyl)imidazo[2,1-b][1,3,4]thiadiazol-2-yl)octahydropyrano[2,3-c]pyrrol-4-amine FC1=CC(=C(C=C1)C1=CN=C2SC(=NN21)N2C[C@H]1[C@@H](C2)[C@@H](CCO1)N)OC